1-(1-methyl-9-propyl-1,3,4,9-tetrahydro-2H-pyrido[3,4-b]indol-2-yl)-2-(4-((1-methyl-9-propyl-1,3,4,9-tetrahydro-2H-pyrido[3,4-b]indol-2-yl)methyl)-1H-1,2,3-triazol-1-yl)ethan-1-one CC1N(CCC2=C1N(C1=CC=CC=C21)CCC)C(CN2N=NC(=C2)CN2C(C=1N(C3=CC=CC=C3C1CC2)CCC)C)=O